FC=1C=C(C2=C([C@H]3N(C[C@@H](O2)C3)C(C(C(F)F)(C)C)=O)C1)F 1-[(2S,5S)-7,9-difluoro-2,3-dihydro-2,5-methano-1,4-benzoxazepin-4(5H)-yl]-3,3-difluoro-2,2-dimethylpropan-1-one